anthraquinone, monohydrate O.C1=CC=CC=2C(C3=CC=CC=C3C(C12)=O)=O